C1(CCCCC1)OC=1SC(=C2C1CC([C@H]2O)(F)F)S(=O)(=O)C (4S)-1-(cyclohexyloxy)-5,5-difluoro-3-methanesulfonyl-4H,5H,6H-cyclopenta[c]thiophen-4-ol